ClC1=C(C=C2C(C(=CN(C2=N1)C=1SC(=CN1)F)C(=O)OCC)=O)F ethyl 7-chloro-6-fluoro-1-(5-fluoro-1,3-thiazol-2-yl)-4-oxo-1,4-dihydro-1,8-naphthyridine-3-carboxylate